N1C(CCC1)CN1C=NC2=C1C=CC=C2 1-(pyrrolidin-2-ylmethyl)-1H-benzo[d]-imidazole